C(CCC)C(C(C1=CC=CC=C1)=O)(C(C1=CC=CC=C1)=O)OC BUTYL-METHOXYDIBENZOYL-METHANE